N-(3-amino-1,2,4-thiadiazol-5-yl)-2-(trifluoromethyl)benzamide NC1=NSC(=N1)NC(C1=C(C=CC=C1)C(F)(F)F)=O